N-(3-Chloro-5-(2-(5-isopropylthiophen-2-yl)propan-2-yl)phenyl)-5-(2-(methylsulfonyl)propan-2-yl)benzo[b]thiophen-2-carboxamid ClC=1C=C(C=C(C1)C(C)(C)C=1SC(=CC1)C(C)C)NC(=O)C1=CC2=C(S1)C=CC(=C2)C(C)(C)S(=O)(=O)C